C(C)(C)C1=NC=CC(=C1NC(C[N+](=O)[O-])=O)C N-(2-Isopropyl-4-methylpyridin-3-yl)-2-nitroacetamide